CC1(C(N(C2=CC=CC=C12)C1=CC=CC=C1)=C)C 3,3-Dimethyl-2-methylene-1-phenylindoline